ClC1=C(C=C2C=C(N=CC2=C1)NC(=O)[C@H]1CC12CCOCC2)C2CCN(CC2)[C@@H]2COC[C@@H]2OC (S)-N-(7-chloro-6-(1-((3R,4R)-4-methoxytetrahydrofuran-3-yl)piperidin-4-yl)isoquinolin-3-yl)-6-oxaspiro[2.5]octane-1-carboxamide